C(C)(C)(C)OC(=O)N1CC\C(\C2=CC(=CC=C12)F)=C/OC.C(C)N(C=O)CC N,N-Diethyl-formamide tert-butyl-(E)-6-fluoro-4-(methoxymethylene)-3,4-dihydroquinoline-1(2H)-carboxylate